NC1=C(C(=C(C(=O)C2=CC(=CC=C2)O)C=C1)N)O diamino-3,3'-dihydroxybenzophenone